N,N'-(1,4-Phenylenebis(methylene))bis(1-(4-fluorophenyl)-N-methylmethanamine) C1(=CC=C(C=C1)CN(CC1=CC=C(C=C1)F)C)CN(CC1=CC=C(C=C1)F)C